[1-[4-[methyl(tetra-hydropyran-4-yl)amino]-5-oxido-6,7-dihydro-thieno[3,2-d]pyrimidin-5-ium-2-yl]azetidin-3-yl] 1-methylimidazole-4-carboxylate CN1C=NC(=C1)C(=O)OC1CN(C1)C=1N=C(C2=C(N1)CC[S+]2[O-])N(C2CCOCC2)C